N-(3-chlorophenyl)-2-cyclopropoxy-3,4,5,6-tetrafluorobenzenesulfonamide ClC=1C=C(C=CC1)NS(=O)(=O)C1=C(C(=C(C(=C1F)F)F)F)OC1CC1